Methyl-3-bromo-1-methyl-1H-1,2,4-triazol-5-carboxylat COC(=O)C1=NC(=NN1C)Br